N-[2-(5-bromothiazol-2-yl)-2-(1-methylpyrazol-4-yl)propyl]-5-(2,4-difluorophenyl)isoxazole-3-carboxamide BrC1=CN=C(S1)C(CNC(=O)C1=NOC(=C1)C1=C(C=C(C=C1)F)F)(C)C=1C=NN(C1)C